C(CCCCCCCCCCCCCCC(C)C)C1(CCC(CC1)(C(=O)O)CCCCCCCCCCCCCCCC(C)C)C(=O)O diisooctadecyl-cyclohexane-1,4-dicarboxylic acid